tri(p-methoxyphenyl)phosphine oxide COC1=CC=C(C=C1)P(C1=CC=C(C=C1)OC)(C1=CC=C(C=C1)OC)=O